FC=1C=C(C=C(C1)F)[C@@H]1CCN2N1C(C1(C2)CCN(CC1)C1=NC=C(C=N1)CC)=O (S)-7'-(3,5-difluorophenyl)-1-(5-ethylpyrimidin-2-yl)dihydro-1'H,3'H,5'H-spiro[piperidine-4,2'-pyrazolo[1,2-a]pyrazol]-1'-one